CC(C1=C(C=CC=C1)[N+](=O)[O-])O methyl-2-nitrobenzyl alcohol